2,5-bis(4-(6H-6-aza-12-oxaindeno[1,2-b]fluoren-6-yl)phenyl)furan C1=CC=CC=2C=3C=C4C(=CC3OC12)C1=CC=CC=C1N4C4=CC=C(C=C4)C=4OC(=CC4)C4=CC=C(C=C4)N4C1=CC=CC=C1C1=CC=2OC=3C=CC=CC3C2C=C14